N1C(C1)=O Aziridinone